B(O)O.CN(CC(=O)O)CC(=O)O N-Methyliminodiacetic Acid Boronate